lithium-tantalum oxide [O-2].[Ta+5].[Li+].[O-2].[O-2]